C[Si](O[Si](O)(O)O)(C)C trimethyl-trihydroxysilyloxysilane